C(C)(=O)C1=CC=C2C(=CC=NC2=C1)C(=O)NCC(=O)OC(C)(C)C tert-butyl (7-acetylquinoline-4-carbonyl)glycinate